4-((2,4-dioxo-3-(2-(thiophen-2-yl)ethyl)-3,4-dihydroquinazolin-1(2H)-yl)methyl)-N-hydroxybenzamide O=C1N(C2=CC=CC=C2C(N1CCC=1SC=CC1)=O)CC1=CC=C(C(=O)NO)C=C1